C(CCCCCCC\C=C/CCCCCCCC)(=O)O anti-oleic acid